(3-((3S,4S)-4-amino-3-methyl-2-oxa-8-azaspiro[4.5]decan-8-yl)-6-((8-chloro-2-(6-chloropyridin-2-yl)imidazo[1,2-a]pyridin-7-yl)thio)-5-methylpyrazin-2-yl)methanol hydrochloride Cl.N[C@@H]1[C@@H](OCC12CCN(CC2)C=2C(=NC(=C(N2)C)SC2=C(C=1N(C=C2)C=C(N1)C1=NC(=CC=C1)Cl)Cl)CO)C